4-(5-(6-(4,4-difluoropiperidin-1-yl)pyridin-2-yl)-1H-imidazol-2-yl)-3-(6-azaspiro[2.5]octan-6-yl)aniline FC1(CCN(CC1)C1=CC=CC(=N1)C1=CN=C(N1)C1=C(C=C(N)C=C1)N1CCC2(CC2)CC1)F